Trichloromelamin ClNC1=NC(=NC(=N1)NCl)NCl